6-methyloxan-3-yl benzoate C(C1=CC=CC=C1)(=O)OC1COC(CC1)C